N-(4-(7-amino-3-(2,2-difluorocyclopropyl)-4-oxo-4,5-dihydro-1H-pyrazolo[3,4-d]pyridazin-1-yl)benzyl)-5-fluoro-2-methoxybenzamide NC1=NNC(C2=C1N(N=C2C2C(C2)(F)F)C2=CC=C(CNC(C1=C(C=CC(=C1)F)OC)=O)C=C2)=O